COC=1C(=CC=2C3=C(C(=NC2C1)NC(C)C)COC3)OCCCN3CCCC3 7-methoxy-N-(propan-2-yl)-8-[3-(pyrrolidin-1-yl)propoxy]-1H,3H-furo[3,4-c]quinolin-4-amine